C(C1=CC=CC=C1)N1CCC2(COCC(N2CC2=CC(=CC=C2)Cl)=O)CC1 9-benzyl-1-(3-chlorobenzyl)-4-oxa-1,9-diazaspiro[5.5]undecan-2-one